ClC=1C(=C(C=CC1Cl)NC=1C2=C(N=CN1)C=NC(=C2)OC2CN(CC2)C(C=C)=O)F 1-(3-((4-((3,4-dichloro-2-fluorophenyl)amino)-pyrido[3,4-d]pyrimidin-6-yl)oxy)pyrrolidin-1-yl)prop-2-en-1-one